ClC=1C(=C(C=CC1F)[C@@H]1N(OCC1)C1=CC(=NC=N1)NC=1C(=CC(=C(C1)NC(C=C)=O)N1CCC(CC1)N1CCN(CC1)C1CCC1)OC)F N-(5-((6-((R)-3-(3-chloro-2,4-difluorophenyl)-isoxazolidine-2-yl)pyrimidine-4-yl)amino)-2-(4-(4-cyclobutylpiperazine-1-yl)piperidine-1-yl)-4-methoxyphenyl)acrylamide